NC1=C2N=CN(C2=NC(=N1)OCCC1=CNC2=CC=C(C=C12)Br)[C@@H]1O[C@@H]([C@H]([C@H]1O)O)CO (2R,3R,4S,5R)-2-(6-amino-2-(2-(5-bromo-1H-indol-3-yl)ethoxy)-9H-purin-9-yl)-5-(hydroxymethyl)-tetrahydrofuran-3,4-diol